C(CCCCCCCCCC=CCCCCCCCC)(=O)OCCCCCCCCCCCCCCCCCCCCCCCCCCCCCCC(C)C 31-methyldotriacontyl eicos-11-enoate